7-phenyl-3,7-dihydro-4H-pyrrolo[2,3-d]Pyrimidin-4-one C1(=CC=CC=C1)N1C=CC2=C1N=CNC2=O